7-fluoro-5-tosyl-2,3,4,5-tetrahydro-1H-pyrido[4,3-b]Indole FC=1C=CC=2C3=C(N(C2C1)S(=O)(=O)C1=CC=C(C)C=C1)CCNC3